FC(C1=C(OC2=CC=C(C=C2)C2=CC=C(C=C2)OC2=C(C=C(C=C2)N)C(F)(F)F)C=CC(=C1)N)(F)F Bis-(2-trifluoromethyl-4-aminophenoxy)biphenyl